2-(allyl-3,3-d2)-6-fluorobenzoic acid C(C=C([2H])[2H])C1=C(C(=O)O)C(=CC=C1)F